ClC1=CC=C(C=C1)C=1C=CC2=C(C(C=3C(=CC4=C(OCO4)C3)OC2)=O)C1 9-(4-chlorophenyl)[2]benzoxepino[3,4-f]-1,3-benzodioxol-11(6H)-one